5-(5-amino-1H-pyrazol-1-yl)-2-(6-(methyl-(2,2,6,6-tetramethyl-piperidin-4-yl)amino)pyridazin-3-yl)phenol NC1=CC=NN1C=1C=CC(=C(C1)O)C=1N=NC(=CC1)N(C1CC(NC(C1)(C)C)(C)C)C